ClC1=CC=C(C=C1)C1=NC=NC2=CC=CC=C12 4-(4-chlorophenyl)quinazoline